C(CCCC)OC(C\C=C/C=C)OCCCCC (3Z)-6,6-dipentyloxy-1,3-hexadiene